C(C)(C)(C)C=1C=C(C=C(C1)C(C)(C)C)O[Si](C)(C)C 3,5-di-tert-butyltrimethylsiloxybenzene